COC=1C=C(C=CC1)[C@H]1NOCC1 (S)-3-(3-methoxyphenyl)isoxazolidine